CN1C(CCC1=O)C(=O)NC=1C=C(C=C2C=CC=NC12)OC1=NC=C(C=C1)C(F)(F)F 1-methyl-5-oxo-N-(6-((5-(trifluoromethyl)pyridin-2-yl)oxy)quinolin-8-yl)pyrrolidine-2-carboxamide